BrC1=CC=C(C=C1)[C@@H]1OCCC1 (R)-2-(4-bromophenyl)tetrahydrofuran